ClC1=CC2=C(C=N1)C=C(N2COCC[Si](C)(C)C)C2=NC=NC(=C2)C 2-[[6-chloro-2-(6-methylpyrimidin-4-yl)pyrrolo[3,2-c]pyridin-1-yl]methoxy]ethyl-trimethyl-silane